FC=1C=C(C=NC1)N1CC(CCC1)NCC1=CC(=NC=C1)C 1-(5-fluoropyridin-3-yl)-N-[(2-methylpyridin-4-yl)methyl]piperidin-3-amine